methyl 2-(5-(((R)-1-(dibenzo[b,d]furan-2-yl)ethyl)amino)-2-(2-fluorophenyl)-6-oxopyrimidin-1(6H)-yl)propanoate C1=C(C=CC=2OC3=C(C21)C=CC=C3)[C@@H](C)NC3=CN=C(N(C3=O)C(C(=O)OC)C)C3=C(C=CC=C3)F